7-oxa-2,5-diazaspiro[3.4]octane C1NCC12NCOC2